BrC1=C(C=C2C(NC(N(C2=C1)C1=C(C=CC=C1)C(C)C)=O)=O)Cl 7-bromo-6-chloro-1-(2-isopropylphenyl)quinazoline-2,4(1h,3h)-dione